C(C)C1=CC=C(C=C1)C(CC(CCCCCC)=O)=O 1-(4-ethylphenyl)nonane-1,3-dione